NC1=C(C(=O)OC(C)(C)C)C=CC(=C1)N1C[C@@H](OCC1)COC([2H])([2H])[2H] tert-butyl (R)-2-amino-4-(2-((methoxy-d3)methyl) morpholino)benzoate